FC1=C(C=CC(=C1)F)C1=C(C(=NC=2C[C@@H](CCC12)C1=C(C=NN1C)C)N1CC2(CN(C2)C(C=C)=O)CC1)C 1-(6-((7R)-4-(2,4-difluorophenyl)-7-(1,4-dimethyl-1H-pyrazol-5-yl)-3-methyl-5,6,7,8-tetrahydro-2-quinolinyl)-2,6-diazaspiro[3.4]octan-2-yl)-2-propen-1-one